C(C)(C)(C)OC(=O)N1CC(CC1)C=1C=CC=C2C=CC(=NC12)N1C=NC2=C1C=CC(=C2)OCC2(COC2)C 3-[2-[5-[(3-Methyloxetan-3-yl)methoxy]benzimidazol-1-yl]-8-quinolinyl]pyrrolidine-1-carboxylic acid tert-butyl ester